C(C)(C)(C)OC(=O)N1CC2=C(C=CC=C2CC1)C(NC=1SC2=C(N1)C=CC=C2)=O.Cl.S2C(=NC1=C2C=CC=C1)NC(=O)C=1C=CC=C2CCNCC12 N-(Benzo[d]thiazol-2-yl)-1,2,3,4-tetrahydroisoquinoline-8-carboxamide hydrochloride tert-Butyl-8-(benzo[d]thiazol-2-ylcarbamoyl)-3,4-dihydroisoquinoline-2(1H)-carboxylate